(S)-3-ethynyl-3-methylpyrrolidine-1-carboxylic acid tert-butyl ester C(C)(C)(C)OC(=O)N1C[C@](CC1)(C)C#C